7-(5-tert-butyl-1,3,4-oxadiazol-2-yl)-8-fluoro-1,1-dioxo-2,3-dihydro-1λ6,5-benzothiazepine-4-one C(C)(C)(C)C1=NN=C(O1)C=1C(=CC2=C(NC(CCS2(=O)=O)=O)C1)F